OC1=CC=C(C=C1)C=1C(=NN2C1N=C(N(C2=O)CC2=CC=C(C=C2)OC)SCC2=CC=C(C=C2)OC)C 8-(4-hydroxyphenyl)-3-[(4-methoxyphenyl)methyl]-2-{[(4-methoxyphenyl)methyl]sulfanyl}-7-methylpyrazolo[1,5-a][1,3,5]triazin-4-one